C1(CC1)C=1C=2N(N=C(C1)C(=O)N1[C@@H](C3=CC=CC=C3CC1)C)C=C(N2)C2=C(C=C(C=C2)NC(=O)N2C[C@@H](CC2)O)F (R)-N-(4-(8-cyclopropyl-6-((R)-1-methyl-1,2,3,4-tetrahydroisoquinoline-2-carbonyl)imidazo[1,2-b]pyridazin-2-yl)-3-fluorophenyl)-3-hydroxypyrrolidine-1-carboxamide